1-(3-amino-6-(2,5-dimethyl-1,2,3,4-tetrahydroisoquinolin-7-yl)pyrazin-2-yl)-N-(Cyclopropylmethyl)-1H-pyrazole-4-carboxamide NC=1C(=NC(=CN1)C1=CC(=C2CCN(CC2=C1)C)C)N1N=CC(=C1)C(=O)NCC1CC1